(R)-4-(1,1-Dioxido-1,2,5-thiadiazolidin-2-yl)-N-(6-(2-methylmorpholino)pyridin-2-yl)-2-(6-azaspiro[2.5]octan-6-yl)benzamide O=S1(N(CCN1)C1=CC(=C(C(=O)NC2=NC(=CC=C2)N2C[C@H](OCC2)C)C=C1)N1CCC2(CC2)CC1)=O